O=C1N(CCN1)CCC(=O)OC(CCCCC)CC ethylhexyl oxoimidazolidinepropionate